N[C@H](CC1=C(C2=C(N=C(N=C2NCC=2OC=CC2)Cl)N1)F)CC 6-[(2S)-2-aminobutyl]-2-chloro-5-fluoro-N-[(furan-2-yl)methyl]-7H-pyrrolo[2,3-d]pyrimidin-4-amine